COC(=O)[C@H]1[C@H](C2=CC=CC=C2C1)NS(=O)(=O)C1=CC=C(C=C1)OC(F)(F)F (1r,2r)-1-((4-(trifluoromethoxy)phenyl)sulphonamido)-2,3-dihydro-1H-indene-2-carboxylic acid methyl ester